(2S)-2-amino-N-(amino(4-methylthiazol-2-yl)(oxo)-λ6-sulfanylidene)-4-methyl-pentanamide hydrochloride Cl.N[C@H](C(=O)N=S(=O)(C=1SC=C(N1)C)N)CC(C)C